O1CC(C1)C(C1COC1)[SiH](OC(C)C)CC di(oxetan-3-yl)methyl-ethyl-isopropyl-oxysilane